[Na+].C(=O)(O)CCCCCN(C=1C=C2[O+]=C3C=C(CC(C3=CC2=CC1)(C)C)C1=C(C(=C(C=C1)S(=O)(=O)[O-])N)C)CCCS(=O)(=O)[O-] [6-[5-Carboxypentyl (3-sulfonatopropyl) amino]-1,1-dimethyl-2H-xanthene-10-ium-3-yl]-methyl-amino-benzene-sulfonate sodium salt